ClC1=CC=2C(C=N1)=CN(N2)C2=CC=C(C=C2)F 6-chloro-2-(4-fluorophenyl)pyrazolo[4,3-c]pyridine